tert-butyl 4-[4-[2-(2,6-dioxo-3-piperidyl)-6-fluoro-1,3-dioxo-isoindolin-5-yl]piperazin-1-yl]-3,3-difluoro-piperidine-1-carboxylate O=C1NC(CCC1N1C(C2=CC(=C(C=C2C1=O)N1CCN(CC1)C1C(CN(CC1)C(=O)OC(C)(C)C)(F)F)F)=O)=O